BrC=1C=CC2=C(N=C(O2)C2CCN(CC2)C)C1 5-bromo-2-(1-methylpiperidin-4-yl)benzo[d]oxazole